N1C=CC=2C1=NC=CC2C2=CC=C(C=C2)NC([C@@H](CC2=CC=CC=C2)N)=O (R)-N-(4-(1H-Pyrrolo[2,3-b]pyridin-4-yl)phenyl)-2-amino-3-phenylpropanamide